ClC=1C=C(C=NC1)CC(=O)N(CCC)C[C@H](C=1C=NC=CC1)O 2-(5-chloro-3-pyridyl)-N-[(2S)-2-hydroxy-2-(3-pyridyl)ethyl]-N-propyl-acetamide